C(C)[C@]12[C@H]3CC[C@@]4([C@H](CC[C@H]4[C@@H]3CC[C@H]2C[C@](CC1)(C)O)C(CN1N=CC=N1)=O)C 1-((3R,5S,8S,9S,10S,13S,14S,17S)-10-ethyl-3-hydroxy-3,13-dimethylhexadecahydro-1H-cyclopenta[a]phenanthren-17-yl)-2-(2H-1,2,3-triazol-2-yl)ethan-1-one